CN(C(C1=CC(=CC(=C1)C(F)(F)F)C(F)(F)F)=O)C(C)C1=NC=CN=C1C=C N-methyl-3,5-bis(trifluoromethyl)-N-(1-(3-vinylpyrazin-2-yl)ethyl)benzamide